5-piperazin-1-yl-pyridin N1(CCNCC1)C=1C=CC=NC1